COC1=CC=C2NC=C(CC(N(C([2H])([2H])[2H])C([2H])([2H])[2H])([2H])[2H])C2=C1 5-methoxy-α,α-dideutero-N,N-di(trideuteromethyl)tryptamine